di(p-tert-octylphenyl) ether C(C)(C)(CC(C)(C)C)C1=CC=C(C=C1)OC1=CC=C(C=C1)C(C)(C)CC(C)(C)C